CN1C(C(=C(C1=O)Br)Br)=O N-methyl-2,3-dibromomaleimide